5,6-dimethyl-benzo[1,2,5]thiadiazole CC=1C(=CC=2C(=NSN2)C1)C